(5-((4-(4-methylpiperazin-1-yl) phenyl) thio)-1H-benzo[d]imidazol-2-yl) carbamate C(N)(OC1=NC2=C(N1)C=CC(=C2)SC2=CC=C(C=C2)N2CCN(CC2)C)=O